2-(8,8-Dimethyl-3,4,9,10-tetrahydro-2H-pyrano[2,3-h]chromen-3-yl)-5-pentylphenol CC1(CCC=2C(=CC=C3CC(COC23)C2=C(C=C(C=C2)CCCCC)O)O1)C